C(C1=CC=CC=C1)OC(=O)N1C[C@H](CCC1)OC1=NC=2N(C(=N1)NCC1CCNCC1)N=CC2C(C)C (S)-3-((8-isopropyl-4-((piperidin-4-ylmethyl)amino)pyrazolo[1,5-a][1,3,5]triazin-2-yl)oxy)piperidine-1-carboxylic acid benzyl ester